3-(2-Amino-4-ethoxyphenoxy)Propane-1-sulfonic acid NC1=C(OCCCS(=O)(=O)O)C=CC(=C1)OCC